CNCCCC1=NC2=NC=CC=C2C=C1 n-methyl-3-(1,8-naphthyridin-2-yl)propan-1-amine